di-tert-butyl 2,2-dipentylmalonate C(CCCC)C(C(=O)OC(C)(C)C)(C(=O)OC(C)(C)C)CCCCC